2,3,3,3-tetrachloro-2-methylpropanenitrile ClC(C#N)(C(Cl)(Cl)Cl)C